[SnH2-]Cl tin (II) chloride dihydride